ClS(=O)(=O)C1=CC=C(C=C1)CNC(=O)C1=CC=C(C=C1)C1=CC=C(C=C1)C1=N[C@H](C=2N(C3=C1C(=C(S3)C)C)C(=NN2)C)CC(=O)OC methyl {(6S)-4-[4'-({[4-(chlorosulfonyl)phenyl]methyl}carbamoyl)[1,1'-biphenyl]-4-yl]-2,3,9-trimethyl-6H-thieno[3,2-f][1,2,4]triazolo[4,3-a][1,4]diazepin-6-yl}acetate